3-(cyclobutyl(5,7-dichloro-8-fluoro-2-(methylthio)pyrido[4,3-d]pyrimidin-4-yl)amino)propan-1-ol C1(CCC1)N(CCCO)C=1C2=C(N=C(N1)SC)C(=C(N=C2Cl)Cl)F